C(C1=CC=CC=C1)N(CCCCCC(=O)OC)CCCCCC(=O)OC Dimethyl 6,6'-(benzylazanediyl)dihexanoate